C(C)OC(=O)C1=NC(=NC(=C1)C(F)F)N(C(C)C)CC 6-(Difluoromethyl)-2-(ethyl-(isopropyl)amino)pyrimidine-4-carboxylic acid ethyl ester